Di(2-butoxyethyl) adipate C(CCCCC(=O)OCCOCCCC)(=O)OCCOCCCC